4-benzyl-N-[1-[4-[(3-methoxy-4-methyl-phenyl)carbamoyl]cyclohexyl]-2-oxo-3H-benzimidazol-4-yl]morpholine-2-carboxamide C(C1=CC=CC=C1)N1CC(OCC1)C(=O)NC1=CC=CC=2N(C(NC21)=O)C2CCC(CC2)C(NC2=CC(=C(C=C2)C)OC)=O